BrC=1C=CC(=NC1)C(=O)NC1(COCC1)C 5-bromo-N-(3-methyltetrahydrofuran-3-yl)picolinamide